4-hydroxy-2,6-dimethyl-5-N-propan-2-ylpyridin-3,5-dicarboxamide OC1=C(C(=NC(=C1C(=O)NC(C)C)C)C)C(=O)N